phenylhexanamide hydrochloride Cl.C1(=CC=CC=C1)C(C(=O)N)CCCC